3-(1'-(naphthalen-1-ylmethyl)-7-oxo-5,7-dihydro-2H,6H-spiro[furo[2,3-f]isoindole-3,4'-piperidin]-6-yl)piperidine-2,6-dione C1(=CC=CC2=CC=CC=C12)CN1CCC2(CC1)COC1=CC=3C(N(CC3C=C12)C1C(NC(CC1)=O)=O)=O